5,5'-(1,4-phenylene)-bis(pyrimidine-2-carboxylic acid) C1(=CC=C(C=C1)C=1C=NC(=NC1)C(=O)O)C=1C=NC(=NC1)C(=O)O